4-(((3s,4s)-4-(aminomethyl)-1-((4-chloro-1-methyl-1H-pyrazol-5-yl)sulfonyl)-4-hydroxypyrrolidin-3-yl)oxy)-2-fluorobenzonitrile NC[C@]1([C@H](CN(C1)S(=O)(=O)C1=C(C=NN1C)Cl)OC1=CC(=C(C#N)C=C1)F)O